4-[6-[[7-cyclopentyl-6-(di-methylcarbamoyl)pyrrolo[2,3-d]pyrimidin-2-yl] amino]-3-pyridyl]piperazine-1-carboxylate C1(CCCC1)N1C(=CC2=C1N=C(N=C2)NC2=CC=C(C=N2)N2CCN(CC2)C(=O)[O-])C(N(C)C)=O